2-[3-(6-methyl-2-pyridyl)-1H-pyrazol-4-yl]-8-(1H-pyrazol-4-yl)-1,5-naphthyridine CC1=CC=CC(=N1)C1=NNC=C1C1=NC2=C(C=CN=C2C=C1)C=1C=NNC1